O(C1=CC=CC=C1)C=1C=C(C=CC1F)CCCC(C)(C)C1=CC=C(C=C1)OCC 1-(3-phenoxy-4-fluorophenyl)-4-(4-ethoxyphenyl)-4-methylpentane